N4-((2-azaspiro(3.3)heptan-6-yl)methyl)-N2-(2-(1-(cyclopropylsulfonyl)-1H-pyrazol-4-yl)pyrimidin-4-yl)-5-(1-(difluoromethyl)-1H-pyrazol-3-yl)pyridine-2,4-diamine C1NCC12CC(C2)CNC2=CC(=NC=C2C2=NN(C=C2)C(F)F)NC2=NC(=NC=C2)C=2C=NN(C2)S(=O)(=O)C2CC2